(R)-3-((4-hydroxy-1-(3-phenylbutanoyl)piperidin-4-yl)methyl)-6-(4-methyl-3-oxopiperazin-1-yl)pyrimidin-4(3H)-one OC1(CCN(CC1)C(C[C@@H](C)C1=CC=CC=C1)=O)CN1C=NC(=CC1=O)N1CC(N(CC1)C)=O